C(C)(C)(C)OC(=O)N[C@H]([C@@H](C)OCC1=CC=C(C=C1)C(COCCOCCOCCOCC(=O)OC(C)(C)C)C)CCC(N)=O tert-butyl 14-[4-([[(2R,3S)-3-[(tert-butoxycarbonyl) amino]-5-carbamoylpentan-2-yl]oxy]methyl)phenyl]-3,6,9,12-tetraoxapentadecanoate